F[NH2+]CC1=CC=CC=C1 fluorobenzylammonium